ClC1=NN2C=3CCCN(C3C=NC2=C1)C1=CC=C(C=C1)[C@@H](C(F)(F)F)N(C(=O)C1CC(C1)C(=O)OC)C methyl 3-[[(1S)-1-[4-(4-chloro-2,3,7,10-tetrazatricyclo[7.4.0.02,6]trideca-1(9),3,5,7-tetraen-10-yl)phenyl]-2,2,2-trifluoro-ethyl]-methyl-carbamoyl]cyclobutanecarboxylate